CN(C(C1=CC=C(C=C1)O)=O)C N,N-dimethyl-4-hydroxybenzamide